OC(CC(C(=O)O)=C)C.OC(CC(C(=O)O)=C)C.CC(=O)C acetone bis(2-hydroxypropyl acrylate)